tert-butyl N-[2-[2-[2-[2-[2-[3-[2-(2,6-dioxo-3-piperidyl)-1-oxo-isoindolin-4-yl]propoxy]ethoxy]ethoxy]ethoxy]ethoxy]ethyl]-N-methyl-carbamate O=C1NC(CCC1N1C(C2=CC=CC(=C2C1)CCCOCCOCCOCCOCCOCCN(C(OC(C)(C)C)=O)C)=O)=O